(1-(5'-bromo-2-fluoro-2'-hydroxy-[1,1'-biphenyl]-4-yl)-2,2,2-trifluoroethyl)-L-leucine methyl ester COC([C@@H](NC(C(F)(F)F)C1=CC(=C(C=C1)C1=C(C=CC(=C1)Br)O)F)CC(C)C)=O